C1=CC(=CC=C1NC(=O)NC2=CC(=C(C=C2)Cl)C(F)(F)F)Cl The molecule is a phenylurea that is urea substituted by 4-chlorophenyl and 4-chloro-3-trifluoromethylphenyl groups at positions 1 and 3 respectively. It is often used in deodarants and soaps on account of its anbacterial properties. It has a role as an antibacterial agent. It is a member of phenylureas and a member of monochlorobenzenes. It contains a trifluoromethyl group.